6-(2-Fluoro-5-methoxyphenyl)-N-[(2-oxo-1H-pyridin-3-yl)sulfonyl]-2-(2,4,6-trimethylphenoxy)pyridin-3-carboxamid FC1=C(C=C(C=C1)OC)C1=CC=C(C(=N1)OC1=C(C=C(C=C1C)C)C)C(=O)NS(=O)(=O)C=1C(NC=CC1)=O